(R)-N-(7-(4-fluorobenzoyl)-8-Methyl-3-(3-methyl-1,2,4-thiadiazol-5-yl)-5,6,7,8-tetrahydroimidazo[1,5-a]pyrazine-1-yl)-N-methyl-2-(methylamino)acetamide FC1=CC=C(C(=O)N2[C@@H](C=3N(CC2)C(=NC3N(C(CNC)=O)C)C3=NC(=NS3)C)C)C=C1